pentavinyl-hexylamine C(=C)C(CCCCC(C=C)(C=C)C=C)(N)C=C